1,3,6,8-tetraphenyl-pyrene C1(=CC=CC=C1)C1=CC(=C2C=CC3=C(C=C(C4=CC=C1C2=C34)C3=CC=CC=C3)C3=CC=CC=C3)C3=CC=CC=C3